2-furyl-dimethylsilanol sodium salt [Na].O1C(=CC=C1)[Si](O)(C)C